1-(3-((4-((3'-(dimethylamino)-4-methoxy-[1,1'-biphenyl]-3-yl)amino)-7-methoxy-quinazolin-6-yl)oxy)azetidin-1-yl)prop-2-en-1-one CN(C=1C=C(C=CC1)C1=CC(=C(C=C1)OC)NC1=NC=NC2=CC(=C(C=C12)OC1CN(C1)C(C=C)=O)OC)C